1-oxo-3-(2-oxopyrrolidin-3-yl)propan O=CCCC1C(NCC1)=O